4-FORMYL-5-METHYL-1H-PYRROLE-2-CARBOXYLIC ACID ETHYL ESTER C(C)OC(=O)C=1NC(=C(C1)C=O)C